N-(2,4-dimethoxybenzyl)-2,4,6-trifluoro-N-(6-fluoropyridin-2-yl)benzenesulfonamide COC1=C(CN(S(=O)(=O)C2=C(C=C(C=C2F)F)F)C2=NC(=CC=C2)F)C=CC(=C1)OC